OCCN(C(=O)C1N(CCC(C1)CCC1=CC=CC=C1)C(=O)OC(C)(C)C)C tert-Butyl 2-((2-hydroxyethyl)(methyl)carbamoyl)-4-phenethylpiperidine-1-carboxylate